C1=C(C=CC2=CC=CC=C12)C(=O)OC=1C2=CC=CC=C2C(=C2C=CC=CC12)OC(=O)C1=CC2=CC=CC=C2C=C1 9,10-bis(2-naphthoyloxy)anthracene